4,4'-azo-bis(4-cyanopentanol) N(=NC(CCCO)(C)C#N)C(CCCO)(C)C#N